Cl.C(C)OC(CC=O)=O 3-oxopropionic acid ethyl ester hydrochloride